OC1=C(C(=O)O)C(=CC(=C1)OCC)O 2,6-dihydroxy-4-ethoxybenzoic acid